C(CCC)[N-]P(=S)([NH-])[NH-] butyl-thiophosphoryl-triamide